ClC=1C(=C(C=O)C=CC1OCC1=C(C(=CC=C1)C1=CC2=C(OCCO2)C=C1)C)OCCCCN1CC(CC1)O chloro-4-((3-(2,3-dihydrobenzo[b][1,4]dioxin-6-yl)2-methylbenzyl)oxy)-2-(4-(3-hydroxypyrrolidin-1-yl)butoxy)benzaldehyde